COC1=CC2=C(OCCN2)C=C1N1N=C(C=2C=NC(=CC21)C=2C=NN1C2N=CC=C1)NC(=O)OCCN1CCC(CC1)C(=O)OCC ethyl 1-(2-(((1-(6-methoxy-3,4-dihydro-2H-benzo[b][1,4]oxazin-7-yl)-6-(pyrazolo[1,5-a]pyrimidin-3-yl)-1H-pyrazolo[4,3-c]pyridin-3-yl)carbamoyl)oxy)ethyl)piperidine-4-carboxylate